2-amino-4-(butylamino)-6-(4-(4-methylpiperazin-1-yl)-4-oxobutyl)pyrido[4,3-d]pyrimidin-5(6H)-one NC=1N=C(C2=C(N1)C=CN(C2=O)CCCC(=O)N2CCN(CC2)C)NCCCC